((6'R,7a'S)-6'-fluorotetrahydrospiro[cyclopropane-1,3'-pyrrolizin]-7a'(5'H)-yl)methanol F[C@H]1CN2C3(CC[C@]2(C1)CO)CC3